BrC1=NC=CC(=C1)C1CC1 2-bromo-4-cyclopropylpyridine